(((1-methyl-3-(trifluoromethyl)-1H-pyrazol-5-yl)sulfonyl)methyl)piperidine-1-carboxylic acid tert-butyl ester C(C)(C)(C)OC(=O)N1C(CCCC1)CS(=O)(=O)C1=CC(=NN1C)C(F)(F)F